(R)-3-methyl-N-(4-methyl-3-(4-methyloxazol-2-yl)phenyl)-2,3-dihydrobenzo[f][1,4]oxazepine-4(5H)-carboxamide C[C@@H]1COC2=C(CN1C(=O)NC1=CC(=C(C=C1)C)C=1OC=C(N1)C)C=CC=C2